(benzyloxy)-1-(2-methoxy-2-oxoethyl)-2-methylpyridinium bromide [Br-].C(C1=CC=CC=C1)OC=1C(=[N+](C=CC1)CC(=O)OC)C